BrC=1N=C2C(=NC1)N(C=C2CC)S(=O)(=O)C2=CC=C(C)C=C2 2-bromo-7-ethyl-5-(p-toluenesulfonyl)-5H-pyrrolo[2,3-b]pyrazine